NC=1C=C(OC2CN(C2)C(C)=O)C=CC1O 1-(3-(3-amino-4-hydroxyphenoxy)azetidin-1-yl)ethan-1-one